Cl.CNC1CCC2=NC(=CC=C21)C(F)(F)F N-methyl-2-(trifluoromethyl)-6,7-dihydro-5H-cyclopenta[b]pyridin-5-amine hydrochloride